FC1(CCC(CC1)NC=1N=CC2=C(N1)NC=C2C=2C=CC=1N(N2)C(=CN1)C)F N-(4,4-difluorocyclohexyl)-5-(3-methylimidazo[1,2-b]pyridazin-6-yl)-7H-pyrrolo[2,3-d]pyrimidin-2-amine